1-[(2-ethylphenyl)carbamothioyl]-3-[2-[2-methyl-4-[1-[4-(trifluoromethoxy)phenyl]-1H-1,2,4-triazol-3-yl]phenyl]ethyl]urea C(C)C1=C(C=CC=C1)NC(=S)NC(=O)NCCC1=C(C=C(C=C1)C1=NN(C=N1)C1=CC=C(C=C1)OC(F)(F)F)C